N-(3-(aminomethyl)cyclobutyl)-4-(4,4-dimethylcyclohexyl)aniline NCC1CC(C1)NC1=CC=C(C=C1)C1CCC(CC1)(C)C